C[In](C(C)(C)C)C dimethyl-tertiary butyl-indium